3-methyl-6-nitro-1-{[3-(trifluoromethyl)phenyl]methyl}-4H-quinazolin-2-one CN1C(N(C2=CC=C(C=C2C1)[N+](=O)[O-])CC1=CC(=CC=C1)C(F)(F)F)=O